tert-butyl (6-cyano-7-((diethoxyphosphoryl)difluoromethyl)quinazolin-2-yl)(4,4,4-trifluorobutyl)carbamate C(#N)C=1C=C2C=NC(=NC2=CC1C(F)(F)P(=O)(OCC)OCC)N(C(OC(C)(C)C)=O)CCCC(F)(F)F